[Fe].[Cu].[Sn](Cl)(Cl)(Cl)Cl tin chloride copper iron